FC(C1(CC1)C(=O)N[C@H](C(=O)N[C@@H](C)C(=O)O)CC)(F)F ((S)-2-(1-(trifluoromethyl)cyclopropane-1-carboxamido)butanoyl)-L-alanine